((6-bromo-4-methylpyridin-2-yl)imino)dimethyl-λ6-sulfanone BrC1=CC(=CC(=N1)N=S(=O)(C)C)C